tri-n-butyl-n-hexylphosphonium C(CCC)[P+](CCCCCC)(CCCC)CCCC